4-(3-Cyanotetrahydrofuran-3-yl)piperazine-1-carboxylic acid tert-butyl ester C(C)(C)(C)OC(=O)N1CCN(CC1)C1(COCC1)C#N